ClC1=C(C=CC=C1)C1=C(C=CC(=C1)CCO)S(=O)(=O)N1CCC(CC1)(C(=O)N[C@H](C)\C=C/S(=O)(=O)C)F (R,Z)-1-((2'-chloro-5-(2-hydroxyethyl)-[1,1'-biphenyl]-2-yl)sulfonyl)-4-fluoro-N-(4-(methylsulfonyl)but-3-en-2-yl)piperidine-4-carboxamide